O=C1NC(CCC1C1=NN(C2=C(C=CC=C12)N1CCC(CC1)CN1C[C@@H](N(CC1)C(=O)OC(C)(C)C)C)C)=O tert-butyl (2S)-4-((1-(3-(2,6-dioxopiperidin-3-yl)-1-methyl-1H-indazol-7-yl) piperidin-4-yl) methyl)-2-methylpiperazine-1-carboxylate